C[C@H]1N(CCN(C1)C1=C2C(=NC=C1)N(CC2)C(NC2=CC1=CN(N=C1C=C2)C)=O)C(=O)OC(C)(C)C tert-butyl (R)-2-methyl-4-(1-((2-methyl-2H-indazol-5-yl)carbamoyl)-2,3-dihydro-1H-pyrrolo[2,3-b]pyridin-4-yl)piperazine-1-carboxylate